3-((5-(3-(benzhydryloxy)-2-hydroxy-3-oxopropoxy)-2H-indazol-2-yl)Methyl)azetidine-1-carboxylic acid C(C1=CC=CC=C1)(C1=CC=CC=C1)OC(C(COC1=CC2=CN(N=C2C=C1)CC1CN(C1)C(=O)O)O)=O